3-(4-(2-(3,5-dichloro-4-(2-chloroethoxy)phenyl)propan-2-yl)benzyl)-1,5,5-trimethylimidazolidine-2,4-dione ClC=1C=C(C=C(C1OCCCl)Cl)C(C)(C)C1=CC=C(CN2C(N(C(C2=O)(C)C)C)=O)C=C1